N-[(1R,3S)-3-{[6-chloro-2-(trifluoromethyl)quinolin-4-yl]amino}cyclohexyl]-2-[(2-fluoroethyl)amino]pyrimidine-5-carboxamide ClC=1C=C2C(=CC(=NC2=CC1)C(F)(F)F)N[C@@H]1C[C@@H](CCC1)NC(=O)C=1C=NC(=NC1)NCCF